ClC1=C(C=CC=C1)CN1N=C(C=C1C=1N=CSC1)COC(C(=O)O)(C)C 2-([1-[(o-Chlorophenyl)methyl]-5-(1,3-thiazol-4-yl)-1H-pyrazol-3-yl]methoxy)-2-methylpropionic acid